Tert-Butyl (4-(6,7-Dimethoxyquinoxalin-2-yl)Phenyl)Carbamate COC=1C=C2N=CC(=NC2=CC1OC)C1=CC=C(C=C1)NC(OC(C)(C)C)=O